N-(trans-4-(4-(trifluoromethyl)benzyloxy)pyrrolidin-3-yl)-1H-imidazole-4-sulfonamide FC(C1=CC=C(CO[C@H]2[C@@H](CNC2)NS(=O)(=O)C=2N=CNC2)C=C1)(F)F